C(#N)C=1C=NC(=NC1)NC(C(=O)O)CCN(CCCCC1=NC=2NCCCC2C=C1)CC(C)OC 2-((5-cyanopyrimidin-2-yl)amino)-4-((2-methoxypropyl)(4-(5,6,7,8-tetrahydro-1,8-naphthyridin-2-yl)butyl)amino)butanoic acid